2-[cyano-(5-fluoro-3-pyridinyl)amino]-5-methyl-N-pentyl-thiazole-4-carboxamide C(#N)N(C=1SC(=C(N1)C(=O)NCCCCC)C)C=1C=NC=C(C1)F